4,6-dihydroxy-5-methoxypyrimidine OC1=NC=NC(=C1OC)O